4-(tri-n-butylstannyl)thiazole C(CCC)[Sn](C=1N=CSC1)(CCCC)CCCC